Methyl 5-benzyl-3-[[(2-methylthiazole-4-carbonyl)amino]methyl]-4H-isoxazole-5-carboxylate C(C1=CC=CC=C1)C1(CC(=NO1)CNC(=O)C=1N=C(SC1)C)C(=O)OC